ethyl 5-benzyl-1-(4-fluorobenzyl)-4,5,6,7-tetrahydro-1H-pyrazolo[4,3-c]pyridine-3-carboxylate C(C1=CC=CC=C1)N1CC2=C(CC1)N(N=C2C(=O)OCC)CC2=CC=C(C=C2)F